4-(2-fluoro-4-(1-(Tetrahydro-2H-pyran-2-yl)-1H-pyrazol-4-yl)phenyl)piperazine-1-carboxylic acid tert-butyl ester C(C)(C)(C)OC(=O)N1CCN(CC1)C1=C(C=C(C=C1)C=1C=NN(C1)C1OCCCC1)F